C12COCC(CC1)N2C=2SC(=C(N2)C=2C(=C(C=CC2)NS(=O)(=O)C2=C(C=CC=C2F)F)F)C2=NC(=NC=C2)NC2CC1(CS(C1)(=O)=O)C2 N-(3-(2-(3-Oxa-8-azabicyclo[3.2.1]octan-8-yl)-5-(2-((2,2-dioxido-2-thiaspiro[3.3]heptan-6-yl)amino)pyrimidin-4-yl)thiazol-4-yl)-2-fluorophenyl)-2,6-difluorobenzenesulfonamide